OC=1C=C(C=C(C1)O)C=CC1=CC=C(C=C1)O 3,4',5-trihydroxy-stilbene